COC(CCC=CCC(C(C=CC=1N=C(N(C1C(CCCCC)O)C)C)O)O)=O 7,8-dihydroxy-10-[5-(1-hydroxyhexyl)-1,2-dimethyl-1H-imidazol-4-yl]decane-4,9-dienoic acid methyl ester